C(#N)C=1C=C(C=C(C1)F)[C@@H]1CC=NN1C(=O)N1CCN(CC1)C1=NC=C(C(=N1)N1N=C(N=C1)C#N)F (S)-1-(2-(4-(5-(3-cyano-5-fluorophenyl)-4,5-dihydro-1H-pyrazole-1-carbonyl)piperazin-1-yl)-5-fluoropyrimidin-4-yl)-1H-1,2,4-triazole-3-carbonitrile